2-(3-Methoxyphenyl)benzo[d]imidazo[2,1-b]thiazole-7-carboxylic acid COC=1C=C(C=CC1)C=1N=C2SC3=C(N2C1)C=CC(=C3)C(=O)O